1-(4-Chloro-3-hydroxy-phenyl)-3-[4-(3-dimethylamino-propoxy)-3-(2-methyl-2H-pyrazol-3-yl)-phenyl]-urea ClC1=C(C=C(C=C1)NC(=O)NC1=CC(=C(C=C1)OCCCN(C)C)C=1N(N=CC1)C)O